F[C@@H]1[C@]2(CC[C@@](C[C@@H]1C(=C)C1=NN=C(S1)C1=C(C=C(C=C1)C1=NC=NC(=N1)OC)O)(N2)C)C 2-(5-(1-((1R,2S,3R,5S)-2-fluoro-1,5-dimethyl-8-azabicyclo[3.2.1]octan-3-yl)vinyl)-1,3,4-thiadiazol-2-yl)-5-(4-methoxy-1,3,5-triazin-2-yl)phenol